4-[5-(aminomethyl)pyrimidin-2-yl]-3-(5-ethyl-2-methylpyrazole-3-carbonyl)benzonitrile NCC=1C=NC(=NC1)C1=C(C=C(C#N)C=C1)C(=O)C=1N(N=C(C1)CC)C